C(=C)[Si]1(O[Si](O[Si](O[Si](O1)(C1=CC=CC=C1)C=C)(C1=CC=CC=C1)C=C)(C1=CC=CC=C1)C=C)C1=CC=CC=C1 tetravinyl-tetraphenyl-cyclotetrasiloxane